N-(4-((R)-2-(5-fluoro-6-methoxypyridin-3-yl)propyl)-6-(((R)-1-hydroxy-4-methylpent-2-yl)amino)-1,3,5-triazin-2-yl)methanesulfonamide FC=1C=C(C=NC1OC)[C@@H](CC1=NC(=NC(=N1)N[C@@H](CO)CC(C)C)NS(=O)(=O)C)C